4,4-dimethyl-4,5,6,7-tetrahydro-[1,2,3]oxadiazolo[3,4-a]pyridin-8-ium-3-olate CC1(C=2[N+](CCC1)=NOC2[O-])C